FC1(C(N(C2=CC=C(C=C12)C#N)C)=O)F 3,3-difluoro-1-methyl-2-oxo-2,3-dihydro-1H-indole-5-carbonitrile